(S)-(6-chlorochroman-3-yl)(1-(2-(dimethylamino)ethyl)-6-(5-methoxy-1H-pyrazol-4-yl)-1H-indol-3-yl)methanone hydrochloride Cl.ClC=1C=C2C[C@@H](COC2=CC1)C(=O)C1=CN(C2=CC(=CC=C12)C=1C=NNC1OC)CCN(C)C